C(C)(C)NC1=NC=CN=C1NC=1C=C(C=CC1)C N2-isopropyl-N3-(m-tolyl)pyrazine-2,3-diamine